tert-butyl (2S)-2-[methyl-[(2S)-2-[methyl-[(Z)-2-methylenepenta-3-enoxy]carbonyl-amino]propanoyl]amino]butanoate CN([C@H](C(=O)OC(C)(C)C)CC)C([C@H](C)N(C(=O)OCC(\C=C/C)=C)C)=O